3-((4-(5-(4-chlorophenyl)-4-methyl-1H-imidazol-2-yl)phenoxy)methyl)-1-methyl-1H-pyrazole ClC1=CC=C(C=C1)C1=C(N=C(N1)C1=CC=C(OCC2=NN(C=C2)C)C=C1)C